(S)-3-(1-acetylpiperidin-4-ylamino)-2-(4-chlorophenyl)-1-(4-((5R,7R)-7-hydroxy-5-methyl-6,7-dihydro-5H-cyclopenta[d]pyrimidin-4-yl)piperazin-1-yl)propan-1-one C(C)(=O)N1CCC(CC1)NC[C@@H](C(=O)N1CCN(CC1)C=1C2=C(N=CN1)[C@@H](C[C@H]2C)O)C2=CC=C(C=C2)Cl